FC(C=1C=CC(=C2N=CC=NC12)N1C[C@@H](C[C@@H](C1)C)NC(C(C)O)=O)F N-[(3R,5S)-1-[8-(difluoromethyl)quinoxalin-5-yl]-5-methylpiperidin-3-yl]-2-hydroxypropionamide